3-Cyano-N-((3-((R)-1-cyclopropylethyl)bicyclo[4.2.0]octa-1,3,5-trien-2-yl)carbamoyl)-5-(1,2-dihydroxypropan-2-yl)thiophene-2-sulfonamide C(#N)C1=C(SC(=C1)C(CO)(C)O)S(=O)(=O)NC(NC1=C2CCC2=CC=C1[C@H](C)C1CC1)=O